1,4-Diamino-2-hydroxyethyl-benzene NC(CO)C1=CC=C(C=C1)N